C(C)(C)(C)OC(N[C@H](COC=1C=C2CC(CC2=C(C1)F)C=O)C)=O N-[(1S)-2-(7-fluoro-2-formyl-indan-5-yl)oxy-1-methyl-ethyl]carbamic acid tert-butyl ester